FC(C)(F)C1=NC(=CC(=N1)N1CC2(C=3C=NC(=CC31)NC(C)=O)CC2)C=2C=NN(C2)C N-(1'-(2-(1,1-difluoroethyl)-6-(1-methyl-1H-pyrazol-4-yl)pyrimidin-4-yl)-1',2'-dihydrospiro[cyclopropane-1,3'-pyrrolo[3,2-c]pyridin]-6'-yl)acetamide